3-cyclopropyl-5-(2-fluoro-3-nitrophenoxy)-1-(2-fluoro-4-iodophenyl)-6,8-dimethylpyrido[2,3-d]pyrimidine-2,4,7-trione C1(CC1)N1C(N(C2=C(C1=O)C(=C(C(N2C)=O)C)OC2=C(C(=CC=C2)[N+](=O)[O-])F)C2=C(C=C(C=C2)I)F)=O